2-(4-cyclopropyl-2,6-dimethylphenyl)-6-[5-(trifluoromethyl)-1H-imidazol-2-yl]-2,5-dihydro-4H-pyrazolo[3,4-d]pyrimidin-4-one C1(CC1)C1=CC(=C(C(=C1)C)N1N=C2N=C(NC(C2=C1)=O)C=1NC(=CN1)C(F)(F)F)C